C(C)(=O)OC[C@@]12C=CC[C@H]1[C@@H]1CC=C3CCCC[C@]3(C)[C@H]1CC2 acetoxyandrosta-5,16-diene